diethyl-amino-triethoxysilane C(C)C(CO[Si](OCC)(OCC)N)CC